2-(3,4-difluorophenyl)-cyclopropane FC=1C=C(C=CC1F)C1CC1